C1(=CC=CC=C1)C#CC=1C=C(C=CC1)C1=NC=CC=C1 2-(3-(phenylethynyl)phenyl)pyridine